CC1=C(C=C(C=C1)C)S(=O)(=O)NC1=CC(=CC=C1)C(=O)N1C(COCC1)C 2,5-dimethyl-N-(3-(3-methylmorpholine-4-carbonyl)phenyl)benzenesulfonamide